OCC/C=C/CCCCCCCCC(=O)[O-] (8E)-11-hydroxy-8-undecenylacetate